FC(C(=O)O)(F)F.C1NCCC2=CC=C(C=C12)NC(C1=CC=C(C(=O)NC2=CC=C3CCNCC3=C2)C=C1)=O N,N'-bis-(1,2,3,4-tetrahydro-isoquinolin-7-yl)-terephthalamide trifluoroacetate